ClC=1C(=C(C=C(C1)OCOC)B1OC(C(O1)(C)C)(C)C)[C@H]1[C@@H](C1)C 2-(3-chloro-5-(methoxymethoxy)-2-((1R,2R)-2-methylcyclopropyl)phenyl)-4,4,5,5-tetramethyl-1,3,2-dioxaborolane